5-(4,6-diphenyl-1,3,5-triazin-2-yl)-2,6-bis(9H-pyrido[2,3-b]indol-9-yl)-[1,1'-biphenyl]-3-carbonitrile C1(=CC=CC=C1)C1=NC(=NC(=N1)C1=CC=CC=C1)C=1C=C(C(=C(C1N1C2=C(C3=CC=CC=C13)C=CC=N2)C2=CC=CC=C2)N2C1=C(C3=CC=CC=C23)C=CC=N1)C#N